C(C)(C)(C)OC(=O)N[C@@H]([C@@H](C(=O)N[C@H](C(=O)O)C1=CC(=CC=C1)OC(F)(F)F)O)CC1=C(C=CC=C1)F (S)-2-((2S,3R)-3-((tert-butoxycarbonyl)amino)-4-(2-fluorophenyl)-2-hydroxybutanamido)-2-(3-(trifluoromethoxy)phenyl)acetic acid